(S)-N-(4-((7-cyano-1-methyl-2-((2-(tetrahydrofuran-3-yl)-6-(trifluoromethyl)pyridin-4-yl)amino)-1H-imidazo[4,5-b]pyridin-6-yl)oxy)pyridin-2-yl)acetamide C(#N)C1=C2C(=NC=C1OC1=CC(=NC=C1)NC(C)=O)N=C(N2C)NC2=CC(=NC(=C2)C(F)(F)F)[C@H]2COCC2